2,2'-dibromo-9,9'-spirobi[9H-fluorene] BrC1=CC=2C3(C4=CC=CC=C4C2C=C1)C1=CC=CC=C1C=1C=CC(=CC13)Br